propanoic acid neopentyl ester tri-hydrochloride salt Cl.Cl.Cl.C(C(C)(C)C)OC(CC)=O